CC1=C(C(=C(C1([Hf]C=1CC=2C=C3C(=CC2C1CC(C)(C)C)C=CC=C3)C)C)C)C Pentamethylcyclopentadienyl-(1-neopentyl-benzo[f]indenyl)hafnium